N1C(=NC=C1)C1=C2CCOC(C2=CC=C1)CNC(OC(C)(C)C)=O Tert-butyl ((5-(1H-imidazol-2-yl)isochroman-1-yl)methyl)carbamate